CC1C2=C(NC(O1)=O)N=CN=C2 4-methyl-1,4-dihydro-2H-pyrimido[4,5-d][1,3]oxazin-2-one